C(=O)C1=CC=C(C=C1)C#CC1=C(C=CC=C1)NC(C)=O N-(2-((4-formylphenyl)ethynyl)phenyl)acetamide